sodium α-tetradecenesulfonate C(=CCCCCCCCCCCCC)S(=O)(=O)[O-].[Na+]